N,N'-dicyclohexyl-2-methyl-m-phenylenediamine C1(CCCCC1)NC1=C(C(=CC=C1)NC1CCCCC1)C